(2R)-2-[5-(6,7-dihydro-4H-pyrazolo[5,1-c][1,4]thiazin-3-yl)-1,2,4-oxadiazol-3-yl]-1,1-difluoro-6-azaspiro[2.5]octane-6-sulfonamide N1=CC(=C2CSCCN21)C2=NC(=NO2)[C@@H]2C(C21CCN(CC1)S(=O)(=O)N)(F)F